P(O)(=O)(OP(=O)(O)O)OC=1C(=C2C=CC=CC2=CC1)C1=CC=CC2=CC=CC=C12 binaphthol diphosphate